NC1=C(C=C(C=C1)C1CC(N(CC1)C(=O)OC(C)(C)C)=O)O tert-Butyl 4-(4-amino-3-hydroxy-phenyl)-2-oxo-piperidine-1-carboxylate